ClC1=C(C=CC=C1)\C=N\N1C([C@@H]2CC3=C(NC=4C=CC=CC34)[C@@H](N2C(C1)=O)C)=O (6S,12aS)-2-((E)-(2-chlorophenyl)methyleneamino)-6-methyl-2,3,12,12a-tetrahydropyrazino[1',2':1,6]pyrido[3,4-b]indole-1,4(6H,7H)-dione